OC1=C(OC2=CN=C(C=C21)NC2CCC(CC2)N([C@@H]2COCC2)C)C(=O)OC methyl (S)-3-hydroxy-5-((4-(methyl(tetrahydrofuran-3-yl)amino)cyclohexyl)amino)furo[2,3-c]pyridine-2-carboxylate